C(CCC)C(C(=O)N)(C1=C(C=CC=C1)C)N1C(=NC2=C1C=CC=C2)C2=C(C(=CC=C2)OC)OC n-butyl-2-[2-(2,3-dimethoxy-phenyl)-benzoimidazol-1-yl]-2-o-tolyl-acetamide